tert-butyl-3-[7-[8-ethyl-3-(methoxymethoxy)-1-naphthyl]-8-fluoro-2-methylsulfonyl-pyrido[4,3-d]pyrimidin-4-yl]-3,8-diazabicyclo[3.2.1]octane-8-carboxylate C(C)(C)(C)OC(=O)N1C2CN(CC1CC2)C=2C1=C(N=C(N2)S(=O)(=O)C)C(=C(N=C1)C1=CC(=CC2=CC=CC(=C12)CC)OCOC)F